C1(CC1)C=1N=CC=2C3=C(C=C(C2C1)S(=O)(=O)NCC(C)(C)F)CCC3NC3=NC1=C(N3C)C=CC=C1 3-cyclopropyl-N-(2-fluoro-2-methylpropyl)-9-[(1-methylbenzimidazol-2-yl)amino]-8,9-dihydro-7H-cyclopenta[h]isoquinoline-5-sulfonamide